ClC1=C2C=C(N(C2=CC=C1Cl)C)C(=O)N[C@@]1(CNCCC1)C=1C=C(C(=O)OCC)C=CC1 |r| (±)-ethyl 3-[3-[(4,5-dichloro-1-methyl-indole-2-carbonyl)amino]-3-piperidyl]benzoate